BrC=1C2=C(C(N(C1)C)=O)C(=CN2C)C(=O)N[C@@H]2CC[C@H](CC2)OCCCC 7-bromo-N-(trans-4-butoxycyclohexyl)-1,5-dimethyl-4-oxo-4,5-dihydro-1H-pyrrolo[3,2-c]pyridine-3-carboxamide